N-[2-(benzyl-propyl-amino)-indan-5-yl]-2,2-dimethylpropionamide C(C1=CC=CC=C1)N(C1CC2=CC=C(C=C2C1)NC(C(C)(C)C)=O)CCC